N,N-dimethyl-vinyl-benzenemethylamine CN(CC1=C(C=CC=C1)C=C)C